furfurat C(C1=CC=CO1)(=O)[O-]